CC(C1=CC=CC=C1)C1=C(C(C(=O)O)=CC(=C1)C(C1=CC=CC=C1)C)O 3,5-bis(alpha-methylbenzyl)salicylic acid